N-[4-(3-Cyanophenyl)-5-[2-(hydroxymethyl)-6-methyl-4-pyridyl]thiazol-2-yl]-2-oxa-6-azaspiro[3.3]heptane-6-carboxamide C(#N)C=1C=C(C=CC1)C=1N=C(SC1C1=CC(=NC(=C1)C)CO)NC(=O)N1CC2(COC2)C1